COC(=O)C1OCC(C1)NC(=O)[C@]1(CC(=NO1)C1=CC(=CC(=C1)F)F)C=C 4-({[(5S)-3-(3,5-difluorophenyl)-5-vinyl-4,5-dihydroisooxazol-5-yl]carbonyl}amino)tetrahydrofuran-2-carboxylic acid methyl ester